FC1(CCC(CC1)C1=NC=CC(=C1NC(C1=CN=C(C(=C1)F)F)=O)C1=NC=CC=C1)F N-(2'-(4,4-difluorocyclohexyl)-[2,4'-bipyridin]-3'-yl)-5,6-difluoronicotinamide